magnesium naphthalenetrisulfonate C1(=C(C(=CC2=CC=CC=C12)S(=O)(=O)[O-])S(=O)(=O)[O-])S(=O)(=O)[O-].[Mg+2].C1(=C(C(=CC2=CC=CC=C12)S(=O)(=O)[O-])S(=O)(=O)[O-])S(=O)(=O)[O-].[Mg+2].[Mg+2]